CC1=NOC(=N1)C1=NC=CC(=N1)COC1=CC=C(C=C1)C(C)(C)C1=CC=C(OC2CC(C2)NC(OC(C)(C)C)=O)C=C1 tert-butyl ((1r,3r)-3-(4-(2-(4-((2-(3-methyl-1,2,4-oxadiazol-5-yl)pyrimidine-4-yl)methoxy)phenyl)propan-2-yl)phenoxy)cyclobutyl)carbamate